C1(CCC1)CC(=O)NC=1C=C(C=C(C1)C(F)(F)F)NC(=O)[N-]C1=C[N+](=NO1)CC1=NC=CC=C1 ((3-(2-Cyclobutylacetamido)-5-(trifluoromethyl)phenyl)carbamoyl)(3-(pyridin-2-ylmethyl)-1,2,3-oxadiazol-3-ium-5-yl)amide